7-(4-chlorobenzoyl)-5-hydroxy-5-phenyl-2,3-dihydro-1H-pyrrolo[1,2-a]imidazole ClC1=CC=C(C(=O)C=2CC(N3C2NCC3)(C3=CC=CC=C3)O)C=C1